C1(CC2C(CC1)O2)CC2CC1C(CC2)O1 3,4-epoxycyclohexylmethyl-3,4-epoxycyclohexane